N-(5-((6,7-dimethoxyquinolin-4-yl)oxy)pyridin-2-yl)-5-(4-fluorophenyl)-1-isopropyl-4-oxo-1,4-dihydropyridine-3-carboxamide COC=1C=C2C(=CC=NC2=CC1OC)OC=1C=CC(=NC1)NC(=O)C1=CN(C=C(C1=O)C1=CC=C(C=C1)F)C(C)C